O=C1NC(CCC1N1C(C2=CC=CC(=C2C1=O)NCCCCCCOC=1C=C(C=CC1)CC(=O)O)=O)=O 2-{3-[(6-{[2-(2,6-dioxopiperidin-3-yl)-1,3-dioxo-2,3-dihydro-1H-isoindol-4-yl]amino}hexyl)oxy]phenyl}acetic acid